FC(COC(=O)C=1C=NC2=CC=NC=C2C1)(F)F [1,6]naphthyridine-3-carboxylic acid trifluoroethyl ester